C(C)OC(CC(=O)C1=C(C=C(C(=C1)Cl)F)F)=O.C(C1CO1)OCCC[Si](OCC)(OCC)OCC γ-glycidoxypropyl-Triethoxysilane Ethyl-3-(5-chloro-2,4-difluorophenyl)-3-oxopropionate